dibutyltin dicaprylate C(CCCCCCC)(=O)[O-].C(CCCCCCC)(=O)[O-].C(CCC)[Sn+2]CCCC